ClC=1C=C(C#N)C=C(C1)CCN1C(CC(C1)COC1=CC=C(C=C1)S(=O)(=O)CCO)C 3-chloro-5-[2-(4-{[4-(2-hydroxyethylsulfonyl)phenoxy]methyl}-2-methylpyrrolidin-1-yl)ethyl]benzonitrile